4-(2-methoxyethyl)-3,3-dimethyl-6-(2-methyl-4-(4H-1,2,4-triazol-3-yl)phenyl)-3,4-dihydropyrazino[2,3-b]pyrazin-2(1H)-one COCCN1C(C(NC2=NC=C(N=C21)C2=C(C=C(C=C2)C2=NN=CN2)C)=O)(C)C